4-((1-(14-amino-3,6,9,12-tetraoxatetradecyl)-1H-1,2,3-triazol-4-yl)methyl)thiomorpholine 1,1-dioxide NCCOCCOCCOCCOCCN1N=NC(=C1)CN1CCS(CC1)(=O)=O